C(C)C(CC1=CC=C(C=C)C=C1)CCCC 4-(2-ethylhexyl)styrene